(Z)-3-methyl-2-styrenebenzaldehyde CC1=C(C(C=C)=CC=C1)C1=CC=CC=C1C=O